CIS-1-(cyclobutylmethyl)-8-(dimethylamino)-8-phenyl-3-(prop-2-yn-1-yl)-1,3-diazaspiro[4.5]decan-2-one C1(CCC1)CN1C(N(CC12CCC(CC2)(C2=CC=CC=C2)N(C)C)CC#C)=O